(3-fluoro-5-(1-phenyl-d5-1H-pyrazol-4-yl)phenyl)methanamine, trifluoroacetate salt FC(C(=O)O)(F)F.FC=1C=C(C=C(C1)C=1C=NN(C1)C1=C(C(=C(C(=C1[2H])[2H])[2H])[2H])[2H])CN